OC(CON1C(CC(CC1(C)C)OC(CCCCCCCCCCCCCCCCC)=O)(C)C)(C)C 1-(2-hydroxy-2-methylpropoxy)-4-octadecanoyloxy-2,2,6,6-tetramethylpiperidine